NC=1C(=NC(=C(N1)C(=O)N(CCOC)CCOC)N)C(=O)N(CCOC)CCOC 3,6-diamino-N2,N2,N5,N5-Tetrakis(2-methoxyethyl)pyrazine-2,5-dicarboxamide